1-(((4-methoxybenzyl)oxy)methyl)-2-oxocyclopentane-1-carboxylic acid allyl ester C(C=C)OC(=O)C1(C(CCC1)=O)COCC1=CC=C(C=C1)OC